BrC=1C(=C(C=CC1OC)C=1C(CC(NN1)=O)C)F 6-(3-bromo-2-fluoro-4-methoxyphenyl)-5-methyl-4,5-dihydro-2H-pyridazin-3-one